C1(CC1)[C@@H]1[C@@H](N1C([2H])([2H])[2H])C(=O)OCC1=CC=CC=C1 benzyl (2R,3R)-3-cyclopropyl-1-(methyl-d3)aziridine-2-carboxylate